3-(3-(6-chloro-3-fluoropyridin-2-yl)-4-fluorophenyl)-2,2-dimethylpropionic acid tert-butyl ester C(C)(C)(C)OC(C(CC1=CC(=C(C=C1)F)C1=NC(=CC=C1F)Cl)(C)C)=O